2-(2-fluoro-4-(2-((7-(1-methyl-1H-pyrazol-5-yl)-[1,2,4]triazolo[1,5-a]pyridin-2-yl)amino)-2-oxoethyl)phenoxy)pyridine-3-carboxamide FC1=C(OC2=NC=CC=C2C(=O)N)C=CC(=C1)CC(=O)NC1=NN2C(C=C(C=C2)C2=CC=NN2C)=N1